FC1=CC=NC=C1C(=O)NC=1C=C2C(=NC=NC2=CC1OC)C=1C(=NN(C1)C)C1=CC=CC=C1 4-fluoro-N-(7-methoxy-4-(1-methyl-3-phenyl-1H-pyrazol-4-yl)quinazolin-6-yl)nicotinamide